butyl 2-((5-(2-chloro-6-cyano-4-(2-(4-((2-(methylsulfonyl)pyrimidin-5-yl)methoxy) phenyl)propan-2-yl) phenoxy)pentyl)oxy)acetate ClC1=C(OCCCCCOCC(=O)OCCCC)C(=CC(=C1)C(C)(C)C1=CC=C(C=C1)OCC=1C=NC(=NC1)S(=O)(=O)C)C#N